CC(=O)OCOC(=O)C methyl diacetate